ClC1=C(C(=O)N[C@H]2[C@H]3CC[C@@H](C2)N3C#N)C=CC(=C1)C=1C=NC(=CC1)C1(CC(C1)(F)F)C#N 2-chloro-N-((1R,2R,4S)-7-cyano-7-azabicyclo[2.2.1]heptan-2-yl)-4-(6-(1-cyano-3,3-difluorocyclobutyl)-3-pyridinyl)benzamide